(E)-tert-butyl (2-(3-bromo-4-(methoxymethoxy)styryl)-5-methylbenzo[d]thiazol-6-yl)(methyl)carbamate BrC=1C=C(/C=C/C=2SC3=C(N2)C=C(C(=C3)N(C(OC(C)(C)C)=O)C)C)C=CC1OCOC